2-{4-[3-(1-methyl-1H-pyrazol-4-yl)pyridin-2-yl]piperazin-1-yl}-6-azaspiro[3.4]octane-6-carboxylic acid ethyl ester C(C)OC(=O)N1CC2(CC(C2)N2CCN(CC2)C2=NC=CC=C2C=2C=NN(C2)C)CC1